(2S)-2-(((2S,5R)-2-carbamoyl-3-cyclopropyl-7-oxo-1,6-diazabicyclo[3.2.1]oct-3-en-6-yl)oxy)-2-fluoroacetic acid isopropyl ester C(C)(C)OC([C@H](F)ON1[C@@H]2C=C([C@H](N(C1=O)C2)C(N)=O)C2CC2)=O